N-(5-methacryloxyundecyl)-N'-ethyl-thiourea C(C(=C)C)(=O)OC(CCCCNC(=S)NCC)CCCCCC